N-[Cis-(7RS,9SR)-7-[[2-(4-chlorophenoxy)acetyl]amino]-3-cyclopropyl-5-(2-methylpropylsulfamoyl)-8,9-dihydro-7H-cyclopenta[h]isochinolin-9-yl]pyridin-3-carboxamid ClC1=CC=C(OCC(=O)N[C@@H]2C[C@@H](C=3C2=CC(=C2C=C(N=CC32)C3CC3)S(NCC(C)C)(=O)=O)NC(=O)C=3C=NC=CC3)C=C1 |r|